3-(3-(2,5-Dichloro-7H-pyrrolo[2,3-d]pyrimidin-7-yl)propoxy)-5-methyl-1-(tetra-hydro-2H-pyran-4-yl)-1H-pyrazol-4-amine ClC=1N=CC2=C(N1)N(C=C2Cl)CCCOC2=NN(C(=C2N)C)C2CCOCC2